OC1=C(C=CC=C1)C=1C=C2C(=NN1)NC[C@@H]1N2CCN(C1)C1CCN(CC1)C1CCN(CC1)C1CC2(C1)CCC(CC2)C(=O)OCC Ethyl 2-(4-((S)-2-(2-hydroxyphenyl)-5,6,6a,7,9,10-hexahydro-8H-pyrazino[1',2':4,5]pyrazino[2,3-c]pyridazin-8-yl)-[1,4'-bipiperidin]-1'-yl)spiro[3.5]nonane-7-carboxylate